mono-Calcium citrat C(CC(O)(C(=O)O)CC(=O)[O-])(=O)[O-].[Ca+2]